NC\C=C(\CN1C=NC2=C1C=C(C=C2C2=CC(=NN2C)C(F)(F)F)C#N)/F (Z)-1-(4-amino-2-fluorobut-2-en-1-yl)-4-(1-methyl-3-(trifluoromethyl)-1H-pyrazol-5-yl)-1H-benzo[d]imidazole-6-carbonitrile